9,9-bis[4-(9-carbazolyl)-phenyl]fluorene tert-butyl-(S)-(1-(benzyloxy)-3-((3,5-dibromopyridin-2-yl)oxy)propan-2-yl)carbamate C(C)(C)(C)N(C(O)=O)[C@@H](COCC1=CC=CC=C1)COC1=NC=C(C=C1Br)Br.C1=CC=CC=2C3=CC=CC=C3N(C12)C1=CC=C(C=C1)C1(C2=CC=CC=C2C=2C=CC=CC12)C1=CC=C(C=C1)N1C2=CC=CC=C2C=2C=CC=CC12